methyl (2R,3R)-2-[[(tert-butoxy)carbonyl]amino]-3-hydroxybutanoate C(C)(C)(C)OC(=O)N[C@@H](C(=O)OC)[C@@H](C)O